(R)-2-Hydroxy-N-methyl-3-(((S)-1-(4-(methylsulfonyl)phenyl)ethyl)amino)propenamide OC(C(=O)NC)=CN[C@@H](C)C1=CC=C(C=C1)S(=O)(=O)C